C1=CC=CC2=CC3=CC=CC=C3C(=C12)C=CC(=O)O 9-anthraceneacrylic acid